NC1=C(C=NC=N1)C1=C(C(=C(C=C1)OCC1=CC=CC=C1)F)F 6-amino-5-(4-(benzyloxy)-2,3-difluorophenyl)pyrimidin